1-((R)-1-((R)-tetrahydrofuran-3-yl)ethyl)-1H-pyrazolo[3,4-b]pyrazin-6-amine O1C[C@H](CC1)[C@@H](C)N1N=CC=2C1=NC(=CN2)N